5-bromo-3-iodo-1H-pyrrolo[2,3-c]pyridine BrC=1C=C2C(=CN1)NC=C2I